FC(C(C(=O)[O-])[N+](C)(C)CCOC(C(=C)C)=O)(C(C(F)(F)F)(F)F)F 3,3,4,4,5,5,5-heptafluoro-2-((2-(methacryloyloxy)ethyl)dimethylammonio)-pentanoate